2-ethyl-1,4-bis(ethoxycarbonyloxy)naphthalene C(C)C1=C(C2=CC=CC=C2C(=C1)OC(=O)OCC)OC(=O)OCC